ethyl 7-isopropyl-5,6,7,8-tetrahydroimidazo[1,2-a]pyrazine-2-carboxylate C(C)(C)N1CC=2N(CC1)C=C(N2)C(=O)OCC